[C@@H]1([C@@H]([C@H](O[C@H]([C@@H]1O)O)C(=O)[O-])O)O The molecule is a D-glucopyranuronate that has beta configuration at the anomeric centre. It is a conjugate base of a beta-D-glucuronic acid.